ClC1=CC=C(C=C1)NC(=O)NC1CN(C(C1)=O)C1=CC=CC=C1 1-(4-chlorophenyl)-3-(5-oxo-1-phenylpyrrolidin-3-yl)urea